CC(CC1=CC(CC1)=O)CCC=C(C)C 3-(2,6-dimethylhept-5-en-1-yl)cyclopent-2-en-1-one